4-(4-aminobutyryl)piperazinamide NCCCC(=O)N1CCN(CC1)C(=O)N